N-[6-isopropoxy-1-oxo-2-(4-piperidyl)isoindolin-5-yl]pyrazolo[1,5-a]pyrimidine-3-carboxamide hydrochloride Cl.C(C)(C)OC1=C(C=C2CN(C(C2=C1)=O)C1CCNCC1)NC(=O)C=1C=NN2C1N=CC=C2